CC1=CC(=C(C=C1)N1C(SC=C1C=1C=C(C(=O)NCCCCC2=CC=CC=C2)C=CC1)=O)OC 3-(3-(4-methyl-2-methoxyphenyl)-4-thiazolinonyl)-N-(4-phenylbutyl)benzamide